N[C@@H]1[C@@H](NCCC1)C1=C(C2=NC(=CC(=C2S1)NCC=1SC=CC1)Cl)Br 2-(cis-3-aminopiperidin-2-yl)-3-bromo-5-chloro-N-(thiophen-2-ylmethyl)thieno[3,2-b]pyridin-7-amine